(S)-(2-oxooxazolidin-4-yl)methyl 4-methylbenzenesulfonate CC1=CC=C(C=C1)S(=O)(=O)OC[C@H]1NC(OC1)=O